4-(1-(3-aminopropyl)-5-(1-methyl-1H-indazol-5-yl)-1H-pyrrolo[2,3-c]pyridin-4-yl)benzonitrile NCCCN1C=CC=2C1=CN=C(C2C2=CC=C(C#N)C=C2)C=2C=C1C=NN(C1=CC2)C